CN1N=C(C2=CC=C(C=C12)C1CCN(CC1)CC1=CC(=CC=C1)S(=O)(=O)N1CC2(C1)CC(C2)NC2=NC=C(C=N2)C(F)(F)F)N2C(NC(CC2)=O)=O 1-(1-methyl-6-(1-(3-((6-((5-(trifluoro-methyl)pyrimidin-2-yl)amino)-2-azaspiro[3.3]-heptan-2-yl)sulfonyl)benzyl)-piperidin-4-yl)-1H-indazol-3-yl)dihydropyrimidine-2,4(1H,3H)-dione